BrC1=CN(C(C2=CC=CC=C12)=O)C1C(NC(CC1)=O)=O 3-(4-bromo-1-oxoisoquinolin-2-yl)piperidine-2,6-dione